tert-Butyl 4-((7-bromoimidazo[1,2-a]pyridin-2-yl)methyl)-3-oxopiperazine-1-carboxylate BrC1=CC=2N(C=C1)C=C(N2)CN2C(CN(CC2)C(=O)OC(C)(C)C)=O